C(C)S(=O)CC1=CC=C(O1)C(=O)O 5-(ethylsulfinylmethyl)furan-2-carboxylic acid